CC1=C(COCC2=C(C=CC=C2)C)C=CC=C1 o-methylbenzyl ether